1-(2-Hydroxy-ethyl)-3-methylimidazolium bromide [Br-].OCCN1C=[N+](C=C1)C